FC=1C=C(C=C(C1)F)[Mg]Br (3,5-difluorophenyl)magnesium bromide